C(C1=CC=CC=C1)N1C2=C(C3=NC=C(C=C31)C3=C(N=NN3C)C)SC(=C2)C(C)(C)O 2-(4-benzyl-6-(1,4-dimethyl-1H-1,2,3-triazol-5-yl)-4H-thieno[2',3':4,5]pyrrolo[3,2-b]pyridin-2-yl)propan-2-ol